3-(4-ethylpiperazin-1-yl)-N-methylpropanamide C(C)N1CCN(CC1)CCC(=O)NC